(S)-3-isopropyl-4-(1-methyl-1H-pyrazole-3-carbonyl)-1,3,4,5-tetrahydro-2H-benzo[e][1,4]diazepin-2-one C(C)(C)[C@@H]1N(CC2=C(NC1=O)C=CC=C2)C(=O)C2=NN(C=C2)C